NC1CCC2(NC(C=3N2C(C(=CC3C)Br)=O)=O)CC1 4-amino-6'-bromo-8'-methyl-2'H-spiro[cyclohexane-1,3'-imidazo[1,5-a]pyridine]-1',5'-dione